N-[5-(2,2-difluoroethyl)-4,6-dimethoxy-pyrimidin-2-yl]-6-(difluoromethyl)-7-pyrazol-1-yl-1H-indole-3-sulfonamide FC(CC=1C(=NC(=NC1OC)NS(=O)(=O)C1=CNC2=C(C(=CC=C12)C(F)F)N1N=CC=C1)OC)F